C(C)(=O)N1CCN(CC1)CC=1C=C(C=CC1)C1=NC(=C(C(N1)=O)C)C(F)(F)F 2-(3-[(4-acetylpiperazin-1-yl)methyl]phenyl)-5-methyl-6-(trifluoromethyl)pyrimidin-4(3H)-one